diethyl (3-bromopropyl)(methyl)propanedioate BrCCCC(C(=O)OCC)(C(=O)OCC)C